4-(4-(3,3-difluoroazetidin-1-yl)-8-fluoro-2-(((2R,7aS)-2-fluorotetrahydro-1H-pyrrolizin-7a(5H)-yl)methoxy)-6-(trifluoromethyl)quinazolin-7-yl)-7-fluorobenzo[d]thiazol-2-amine FC1(CN(C1)C1=NC(=NC2=C(C(=C(C=C12)C(F)(F)F)C1=CC=C(C2=C1N=C(S2)N)F)F)OC[C@]21CCCN1C[C@@H](C2)F)F